CCCCCCCCCCCCCCCC/C=C\CC/C=C\CCCC(=O)OC[C@H](COP(=O)([O-])OCC[N+](C)(C)C)OC(=O)CCC/C=C\CC/C=C\CCCCCCCCCCCCCCCC 1,2-di-(5Z,9Z-hexacosadienoyl)-sn-glycero-3-phosphocholine